ClC=1C(=NC=CC1OC1=C(C=C(C=C1)I)Cl)N1CCC(CC1)NC(OC(C)(C)C)=O t-Butyl (1-(3-chloro-4-(2-chloro-4-iodophenoxy)pyridin-2-yl)piperidin-4-yl)carbamate